BrC1COCCC1=O 3-bromodihydro-2H-pyran-4(3H)-one